(5-amino-8-bromoquinolin-6-yl)-[1-(oxan-2-yl)pyrazolo[3,4-b]pyridin-4-yl]methanone NC1=C2C=CC=NC2=C(C=C1C(=O)C1=C2C(=NC=C1)N(N=C2)C2OCCCC2)Br